BrC[C@@H](C)O |r| (Rac)-1-bromopropan-2-ol